5-(trifluoromethoxy)pyridine-2-carboxamide FC(OC=1C=CC(=NC1)C(=O)N)(F)F